1-(2-(2-cyclopentylethoxy)-4-nitrophenyl)-4-methylpiperazine C1(CCCC1)CCOC1=C(C=CC(=C1)[N+](=O)[O-])N1CCN(CC1)C